C1=CC=CC=2C3=CC=CC=C3C(C12)COC(=O)N[C@H](C(=O)N[C@H](C(=O)OC(C)C)CCC(C=[N+]=[N-])=O)CC1=CNC2=CC=CC=C12 isopropyl (S)-2-((S)-2-((((9H-fluoren-9-yl) methoxy) carbonyl) amino)-3-(1H-indol-3-yl) propanamido)-6-diazo-5-oxohexanoate